4-benzyl-2-phenethyl-1,2,4-thiadiazole-3,5-dione C(C1=CC=CC=C1)N1C(N(SC1=O)CCC1=CC=CC=C1)=O